C1(CC1)N1C(=NC2=NC=C(C=C21)C=2C=CN1N=CN=C(C12)OCCOC)C 1-cyclopropyl-6-(4-(2-methoxyethoxy)pyrrolo[2,1-f][1,2,4]triazin-5-yl)-2-methylimidazo[4,5-b]pyridine